C[C@@H]1CCNC(OCC2=CC=CC(C3=NNC=4C=CC(O1)=CC34)=C2)=O (13R)-13-methyl-8,14-dioxa-10,19,20-triazatetracyclo[13.5.2.12,6.018,21]tricosa-1(20),2(23),3,5,15(22),16,18(21)-heptaen-9-one